ClC1=C(C=CC=C1F)C=1CCCC2=C(C1C1=CC=C(C=C1)O[C@@H]1CN(CC1)CCCF)C=CC(=C2)C=O (S)-8-(2-chloro-3-fluorophenyl)-9-(4-((1-(3-fluoropropyl)pyrrolidin-3-yl)oxy)phenyl)-6,7-dihydro-5H-benzo[7]annulene-3-carbaldehyde